3-[1-[[3,5-bis(trifluoromethyl)benzoyl]amino]ethyl]-N-(2-cyanoethyl)pyrazine-2-carboxamide isopropyl-trans-N-[4-[5-[4-bromo-2-(ethylsulfamoyl)phenyl]thiazol-2-yl]cyclohexyl]carbamate C(C)(C)OC(N[C@@H]1CC[C@H](CC1)C=1SC(=CN1)C1=C(C=C(C=C1)Br)S(NCC)(=O)=O)=O.FC(C=1C=C(C(=O)NC(C)C=2C(=NC=CN2)C(=O)NCCC#N)C=C(C1)C(F)(F)F)(F)F